CO[Si](CCCSSSSC=1SC2=C(N1)C=CC=C2)(OC)OC 3-trimethoxysilylpropylbenzothiazolyltetrasulfide